methyl 5-(3-chloro-5-methylpyridazin-4-yl)-1H-pyrrole-2-carboxylate ClC=1N=NC=C(C1C1=CC=C(N1)C(=O)OC)C